C(C)(C)(C)OC(=O)NCCCCCCC=1C=C(C=NC1)N1C[C@H](CCC1)C(=O)O (3S)-1-[5-[6-(tert-butoxycarbonylamino)hexyl]-3-pyridyl]piperidine-3-carboxylic acid